DIHYDRO-1,4-BENZODIOXIN O1CCOC2=C1C=CC=C2